ClC1=C(C(=CC=2C(CCCC12)=O)C#N)OCCC 4-chloro-8-oxo-3-propoxy-5,6,7,8-tetrahydronaphthalene-2-carbonitrile